N-((5-fluoro-6-(isoxazol-3-ylmethoxy)-1H-indol-2-yl)methyl)cyclobutanecarboxamide FC=1C=C2C=C(NC2=CC1OCC1=NOC=C1)CNC(=O)C1CCC1